(1r,4r,7r)-1-((tert-butoxycarbonyl)amino)-4-methyl-3-azabicyclo[5.1.0]octane-3-carboxylic acid benzyl ester C(C1=CC=CC=C1)OC(=O)N1C[C@]2(C[C@H]2CC[C@H]1C)NC(=O)OC(C)(C)C